N-[4-[2-[1-(3-aminopropanoyl)azetidin-3-yl]ethylcarbamoyl]-3-chloro-phenyl]-5-[4-(difluoromethoxy)-2,3-difluoro-phenyl]-1-methyl-imidazole-2-carboxamide NCCC(=O)N1CC(C1)CCNC(=O)C1=C(C=C(C=C1)NC(=O)C=1N(C(=CN1)C1=C(C(=C(C=C1)OC(F)F)F)F)C)Cl